C1(CC1)N(C(=O)[C@@H]1CN(CCC1)C1=CC(=CC=C1)OC(C(=O)NS(=O)(=O)C1=CC(=CC=C1)OC)(C)C)CC1=CC=C(C=C1)C=1SC=CC1 (S)-N-Cyclopropyl-1-(3-((1-((3-methoxyphenyl)sulfonamido)-2-methyl-1-oxopropan-2-yl)oxy)phenyl)-N-(4-(thiophen-2-yl)benzyl)piperidine-3-carboxamide